COCCO[C@H]1CC[C@H](CC1)NC1=NN2C(C=N1)=C(C=C2)C=2C=C1C=CC=NC1=CC2 N-(cis-4-(2-methoxyethoxy)cyclohexyl)-5-(quinolin-6-yl)pyrrolo[2,1-f][1,2,4]triazin-2-amine